racemic-6-fluoro-7-(2-fluoro-3-(1-(1-(4-fluorophenyl)ethyl)-1H-pyrazol-4-yl)phenyl)-[1,2,4]triazolo[1,5-a]pyridin-2-amine FC=1C(=CC=2N(C1)N=C(N2)N)C2=C(C(=CC=C2)C=2C=NN(C2)[C@H](C)C2=CC=C(C=C2)F)F |r|